C(#C)C=1C(=CC=C2C=CC=C(C12)C1=C(C=2N=C(N=C(C2C=N1)N1CC2(CC(NC2)=O)CCC1)OC[C@]12CCCN2C[C@@H](C1)F)F)F 7-(7-(8-ethynyl-7-fluoronaphthalen-1-yl)-8-fluoro-2-(((2R,7aS)-2-fluorotetrahydro-1H-pyrrolizin-7a(5H)-yl)methoxy)pyrido[4,3-d]pyrimidin-4-yl)-2,7-diazaspiro[4.5]decan-3-one